CC1=C(C=CC=C1B1OC(C(O1)(C)C)(C)C)N1C=NC2=CC=CC=C2C1=O 3-(2-methyl-3-(4,4,5,5-tetramethyl-1,3,2-dioxaborolan-2-yl)phenyl)quinazolin-4(3H)-one